Neodymium(III) acetate hydrate O.C(C)(=O)[O-].[Nd+3].C(C)(=O)[O-].C(C)(=O)[O-]